BrC=1C=C(C(=NC1)C)CC#N 2-(5-bromo-2-methylpyridin-3-yl)acetonitrile